C(C)(C)(C)[Si](C1=CC=CC=C1)(C1=CC=CC=C1)OCC1=CC2=C(N=CN2C2CC2)C=C1 tert-butyl-[(3-cyclopropylbenzimidazol-5-yl)methoxy]-diphenyl-silane